C(CCCCCCCCCCC=CC#N)C#N 12-tridecenedicarbonitrile